1-((3-fluoro-4-(methylcarbamoyl) phenyl) amino) cyclobutane-1-carboxylate C1(CCC1)C(=O)ONC1=CC(=C(C=C1)C(NC)=O)F